N-(3,5-difluoro-2-nitrophenyl)-N-(methyl-d3)acetamide FC=1C(=C(C=C(C1)F)N(C(C)=O)C([2H])([2H])[2H])[N+](=O)[O-]